CC=1OC=CC(C1OC(C(C)C)=O)=O Isobutyric acid 2-methyl-4-oxo-4H-pyran-3-yl ester